C(C)N1C=2C3=CN=C(C(O[C@@H](C4=CC(=CC=C4N4N=C(C=C4CC2C=N1)OC)F)C)=C3)N (19R)-3-ethyl-16-fluoro-10-methoxy-19-methyl-20-oxa-3,4,11,12,23-pentaazapentacyclo[19.3.1.02,6.08,12.013,18]pentacosa-1(24),2(6),4,8,10,13,15,17,21(25),22-decaen-22-amine